CC=1C=C(C=C(C1)C)C1NS(C2=C(C3=C1C=CC=C3)C=CC=C2)(=O)=O (+)-7-(3,5-Dimethylphenyl)-6,7-dihydrodibenzo[d,f][1,2]Thiazepine 5,5-dioxide